N-bis(dimethylamino)methylene-1,3-dimethylimidazoline-2-iminium chloride salt [Cl-].CN(C)C(=[N+]=C1N(CCN1C)C)N(C)C